methyl 6-(3-methylphenyl)-2-{[4-(4-methylpiperazin-1-yl)phenyl]amino}-6H-pyrimido[5,4-c][2,1]benzothiazine-8-carboxylate 5,5-dioxide CC=1C=C(C=CC1)N1S(C2=C(C3=C1C=C(C=C3)C(=O)OC)N=C(N=C2)NC2=CC=C(C=C2)N2CCN(CC2)C)(=O)=O